o-fluorobenzeneacetic acid FC1=C(C=CC=C1)CC(=O)O